5-fluoro-3-(2,4,6-trifluorophenyl)pyridin-2-amine FC=1C=C(C(=NC1)N)C1=C(C=C(C=C1F)F)F